dihydro-5,5-dimethyl-2(1H)pyrimidinone CC1(CNC(NC1)=O)C